2-methyl-1H-benzo[b]indeno[4,5-d]thiophene CC1=CC=2C=CC3=C(C4=C(S3)C=CC=C4)C2C1